C(C)N1C(=NN(C1=O)C1=C(C=C(C(=N1)O[C@H](C(F)(F)F)C)C(=O)NC1=C(C=CC=C1)C)F)CO 6-[4-Ethyl-3-(hydroxymethyl)-5-oxo-1,2,4-triazol-1-yl]-5-fluoro-N-(o-tolyl)-2-[(1S)-2,2,2-trifluoro-1-methyl-ethoxy]pyridine-3-carboxamide